C(C(=O)O)(=O)O.NCC(CN)O 1,3-diamino-2-propanol oxalate